C(C)N1N=NC2=C1C=CC(=C2C)/C=C/C(=O)OC methyl (E)-3-(1-ethyl-4-methyl-benzotriazol-5-yl)prop-2-enoate